COC1=C(CN(C(C(=O)OC)=O)C2=CC=CC=C2)C(=CC(=C1)OC)\C=C\C1=CC=C(C=C1)OCC#C methyl (E)-2-((2,4-dimethoxy-6-(4-(prop-2-yn-1-yloxy) styryl) benzyl) (phenyl) amino)-2-oxoacetate